BrC1=C(C2=C(CN3[C@@H](CO2)CN(CC3)C(=O)OC(C)(C)C)C(=C1)I)Cl tert-butyl (12aR)-9-bromo-10-chloro-7-iodo-3,4,12,12a-tetrahydro-6H-pyrazino[2,1-c][1,4]benzoxazepine-2(1H)-carboxylate